NC1=C(C=C(C2=CC=CC=C12)F)Br 1-amino-2-bromo-4-fluoronaphthalene